N-(3-(((2-((4-(4-(2-((2,6-dioxopiperidin-3-yl)amino)benzyl)piperazin-1-yl)phenyl)amino)-5-(trifluoromethyl)pyrimidin-4-yl)amino)methyl)pyridin-2-yl)-N-methylmethanesulfonamide O=C1NC(CCC1NC1=C(CN2CCN(CC2)C2=CC=C(C=C2)NC2=NC=C(C(=N2)NCC=2C(=NC=CC2)N(S(=O)(=O)C)C)C(F)(F)F)C=CC=C1)=O